hydroxypropyl pyridiniumsulfonate [N+]1(=CC=CC=C1)S(=O)(=O)OCCCO